4-(1,2-dibromoethyl)-1,1'-biphenyl BrC(CBr)C1=CC=C(C=C1)C1=CC=CC=C1